(2R,4R)-4-((3-fluoro-6-((5-methyl-1H-pyrazol-3-yl)amino)pyridin-2-yl)methyl)-2-methyl-1-((S)-1-(2-(trifluoromethyl)phenyl)ethyl)piperidine-4-carboxylic acid FC=1C(=NC(=CC1)NC1=NNC(=C1)C)C[C@@]1(C[C@H](N(CC1)[C@@H](C)C1=C(C=CC=C1)C(F)(F)F)C)C(=O)O